(S)-4-((1H-Indol-3-yl)methyl)oxazolidin-2-one N1C=C(C2=CC=CC=C12)C[C@@H]1NC(OC1)=O